(E)-undeca-1,3-dien-5-yne C=C\C=C\C#CCCCCC